C(CC)P1(OP(OP(O1)(=O)CCC)(=O)CCC)=O 2,4,6-tripropyl-1,3,5,2lambda5,4lambda5,6lambda5-trioxatriphosphine-2,4,6-trione